3-((3-amino-4-fluorophenyl)amino)piperidine-2,6-dione NC=1C=C(C=CC1F)NC1C(NC(CC1)=O)=O